FC1=CC=CC2=C1N=C(S2)[C@H]2N(CCC1=C2N=CN1)C(=O)C1=CN=C(S1)C(C)(C)F (S)-(4-(4-fluorobenzo[d]thiazol-2-yl)-6,7-dihydro-1H-imidazo[4,5-c]pyridin-5(4H)-yl)(2-(2-fluoropropan-2-yl)thiazol-5-yl)methanone